C(=C/Cl)\C=O Chloroacrolein